O1CCN(CC1)C1=NC(=C2N=CN(C2=N1)C1=CC=CC=C1)C=1CCN(C1)C(=O)OC(C)(C)C tert-butyl 4-(2-morpholino-9-phenyl-9H-purin-6-yl)-2,3-dihydro-1H-pyrrole-1-carboxylate